FC1=C2CCCC(C2=CC(=C1O)F)=O 5,7-difluoro-6-hydroxy-3,4-dihydronaphthalen-1(2H)-one